ClC1=CC(=NC=N1)C1=CC=C(C=C1)N(C(OC)=O)C methyl (4-(6-chloropyrimidin-4-yl)phenyl)(methyl)carbamate